Alpha-Ionon CC1=CCCC(C1/C=C/C(=O)C)(C)C